FCCN1C[C@@H](CCC1)NC(CN1N=C(N2C(C1=O)=CC1=C2N=CS1)C(C)C)=O (R)-N-(1-(2-fluoroethyl)piperidin-3-yl)-2-(5-isopropyl-8-oxothiazolo[5',4':4,5]pyrrolo[1,2-d][1,2,4]triazin-7(8H)-yl)acetamide